FCCN1C=C(C=2C1=NC=CC2CC2=CC=C(C=C2)C(F)(F)F)C(=O)NCC2CCC(CC2)C(=O)O (1r,4r)-4-[[[1-(2-fluoroethyl)-4-[[4-(trifluoromethyl)phenyl]methyl]pyrrolo[2,3-b]pyridine-3-carbonyl]amino]methyl]cyclohexanecarboxylic acid